Thiosulfinate S(=S)[O-]